N-(5-(4-amino-5-(3-fluoro-4-((6-methylpyridine-2-yl)oxy)phenyl)-7,8-dihydro-6H-imidazo[1',2':1,5]pyrrolo[2,3-d]pyrimidin-6-yl)tetrahydro-2H-pyran-3-yl)acrylamide NC=1C2=C(N=CN1)N1C(=C2C2=CC(=C(C=C2)OC2=NC(=CC=C2)C)F)N(CC1)C1CC(COC1)NC(C=C)=O